C(C)S(=O)(=O)C=1C(=NC(=CC1)OC)C1=NC=2N(C=C1)N=C(C2)C(F)(F)F 5-(3-(ethylsulfonyl)-6-methoxypyridin-2-yl)-2-(trifluoromethyl)pyrazolo[1,5-a]pyrimidine